[N+](=O)([O-])C1=CC2=C(NC(=N2)C2=CC=NC=C2)C=C1 5-Nitro-2-(pyridin-4-yl)-1H-benzimidazole